(13R)-9-(2-chloro-6-fluoro-phenyl)-3-methyl-16-thia-2,4,5,8-tetrazatetracyclo[8.6.0.02,6.011,15]hexadeca-1(10),3,5,8,11(15)-pentaene-13-carbonitrile ClC1=C(C(=CC=C1)F)C1=NCC2=NN=C(N2C=2SC=3C[C@@H](CC3C12)C#N)C